boric acid disodium salt [Na+].[Na+].B([O-])([O-])O